(R)-3-((5-chloropyridin-2-yl)sulfonyl)-4-methylenepyrrolidine-1-carboxylic acid tert-butyl ester C(C)(C)(C)OC(=O)N1C[C@@H](C(C1)=C)S(=O)(=O)C1=NC=C(C=C1)Cl